N,N'-(2,2'-dimethyl-[1,1'-biphenyl]-3,3'-diyl)bis(5-(((2-((dimethyl(oxo)-λ6-sulfaneylidene)amino)ethyl)amino)methyl)-4-methoxypicolinamide) CC1=C(C=CC=C1NC(C1=NC=C(C(=C1)OC)CNCCN=S(=O)(C)C)=O)C1=C(C(=CC=C1)NC(C1=NC=C(C(=C1)OC)CNCCN=S(=O)(C)C)=O)C